OC1=C(C=CC(=C1)C(F)(F)F)C1=C2C(=C(N=N1)N1C[C@@](CC1)(O)C(F)(F)F)N=CC=C2 |r| (R and S)-1-(5-(2-hydroxy-4-(trifluoromethyl)phenyl)pyrido[2,3-d]pyridazin-8-yl)-3-(trifluoromethyl)pyrrolidin-3-ol